((1S,6R,7R)-3-(3-(1,4-dimethyl-1H-benzo[d][1,2,3]triazol-5-yl)-1H-pyrazolo[3,4-b]pyrazin-6-yl)-7-(2-fluorophenyl)-3-azabicyclo[4.1.0]heptan-7-yl)methanamine CN1N=NC2=C1C=CC(=C2C)C2=NNC1=NC(=CN=C12)N1C[C@@H]2[C@]([C@@H]2CC1)(C1=C(C=CC=C1)F)CN